CC1=C(C=CC(=C1)C)C1=NC(=NC(=N1)C1=C(C=C(C=C1)C)C)C1=C(C=C(C=C1)OCC(COCC(CCCC)CC)O)O 2-(4,6-bis(2,4-dimethylphenyl)-1,3,5-triazin-2-yl)-5-(3-(2-ethylhexyl-oxy)-2-hydroxypropoxy)phenol